N-[4-[3-(2-aminopyrimidin-4-yl)pyridin-2-yl]oxyphenyl]-4-(4-methylthiophen-2-yl)phthalazin-1-amine NC1=NC=CC(=N1)C=1C(=NC=CC1)OC1=CC=C(C=C1)NC1=NN=C(C2=CC=CC=C12)C=1SC=C(C1)C